ClC1=CC=C(C=N1)CCN[C@H](C1=CC=CC=C1)[C@@H]1CNC2=C(O1)N=CC(=C2)C=2C=NN(C2)C 2-(6-chloropyridin-3-yl)-N-((R)-((S)-7-(1-methyl-1H-pyrazol-4-yl)-2,3-dihydro-1H-pyrido[2,3-b][1,4]oxazin-3-yl)(phenyl)methyl)ethanamine